1-(4-fluoro-2-methylphenyl)-4-methyl-2-oxo-1,2-dihydropyridine-3-carboxylic acid FC1=CC(=C(C=C1)N1C(C(=C(C=C1)C)C(=O)O)=O)C